N-(5-(3-(4-(3-amino-6-methylisoxazolo[5,4-b]pyridin-4-yl)phenyl)ureido)-2-fluorophenyl)acrylamide NC1=NOC2=NC(=CC(=C21)C2=CC=C(C=C2)NC(NC=2C=CC(=C(C2)NC(C=C)=O)F)=O)C